tin-zirconium oxide [O-2].[Zr+4].[Sn+4].[O-2].[O-2].[O-2]